FC=1C=C(C=CC1)C=1N=C(SC1)[C@@H]1C([C@H]1C1=CC=C(C=C1)S(=O)(=O)N)(C)C 4-{(1S,3S)-3-[4-(3-fluorophenyl)-1,3-thiazol-2-yl]-2,2-dimethylcyclopropyl}benzenesulfonamide